4-(2-(2-(pyridazin-3-yl)ethyl)-6-(3-(m-tolyl)-1H-pyrazol-1-yl)pyrimidin-4-yl)morpholine N1=NC(=CC=C1)CCC1=NC(=CC(=N1)N1CCOCC1)N1N=C(C=C1)C=1C=C(C=CC1)C